N[C@H](C(=O)NC=1C=NC(=C(C1C(C1=C(C=CC=C1F)F)=O)Cl)C(F)(F)F)C (2S)-2-amino-N-[5-chloro-4-(2,6-difluorobenzoyl)-6-(trifluoromethyl)-3-pyridinyl]propanamide